C(C)(C)(C)OC(=O)N1CC(=CC1)C=1C=NC(=CC1C1=NN(C=C1)C)N1CC(CC1)(C)C.C1CCCCCCC1 cyclooctane tert-butyl-3-(6-(3,3-dimethylpyrrolidin-1-yl)-4-(1-methyl-1H-pyrazol-3-yl)pyridin-3-yl)-2,5-dihydro-1H-pyrrole-1-carboxylate